CO[C@@]1(COCC1)C1=CC(=CC(=N1)N1C=C(C=2C=NC(=CC21)CC[NH-])C2CN(C2)C)C (R)-N-(1-(6-(3-methoxytetrahydrofuran-3-yl)-4-methylpyridin-2-yl)-3-(1-methylazetidin-3-yl)-1H-pyrrolo[3,2-c]pyridin-6-yl)ethyl-Amide